(2RS)-4,4-difluoro-2-(4-fluorophenyl)-N-{4-[5-methyl-4-oxo-7-(2,2,2-trifluoroethyl)-4,5-dihydro-1H-pyrrolo[3,2-c]pyridin-2-yl]pyridin-2-yl}butanamide FC(C[C@@H](C(=O)NC1=NC=CC(=C1)C1=CC=2C(N(C=C(C2N1)CC(F)(F)F)C)=O)C1=CC=C(C=C1)F)F |r|